NC=1C=CC(=NC1)C(C(C)C)=O 1-(5-aminopyridin-2-yl)-2-methyl-1-oxopropane